C(C=C)(=O)N(C1CN(C1)C=1N=C2C(=NC1)NC=C2C(=O)N[C@H](COC)C)C 2-{3-[Acryloyl(methyl)amino]azetidin-1-yl}-N-[(2S)-1-methoxypropan-2-yl]-5H-pyrrolo[2,3-b]pyrazine-7-carboxamide